C(C=1C(C(=O)[O-])=CC=CC1)(=O)OCC(CCCOC(C=C)=O)O acryloxyethyl-2-hydroxypropyl phthalate